pyrrolidine D-tartrate C(=O)(O)[C@@H](O)[C@H](O)C(=O)O.N1CCCC1